4-(diethylamino)butyric acid C(C)N(CCCC(=O)O)CC